methyl (2S)-2-(tert-butoxycarbonylamino)-3-[3-(4,4,5,5-tetramethyl-1,3,2-dioxaborolan-2-yl)-5-triisopropylsilyloxy-phenyl]propanoate C(C)(C)(C)OC(=O)N[C@H](C(=O)OC)CC1=CC(=CC(=C1)O[Si](C(C)C)(C(C)C)C(C)C)B1OC(C(O1)(C)C)(C)C